(R)-8-cyclopentyl-7-ethyl-2-((2-methoxy-4-(5-((3-methylpiperazin-1-yl)methyl)-1,3,4-thiadiazol-2-yl)phenyl)amino)-5-methyl-7,8-dihydropteridin-6(5H)-one C1(CCCC1)N1[C@@H](C(N(C=2C=NC(=NC12)NC1=C(C=C(C=C1)C=1SC(=NN1)CN1CC(NCC1)C)OC)C)=O)CC